1-{4-[(1R,2S)-6-(tert-butoxy)-2-phenyl-1,2,3,4-tetrahydronaphthalen-1-yl]phenyl}-4-(dimethoxymethyl)piperidine C(C)(C)(C)OC=1C=C2CC[C@@H]([C@@H](C2=CC1)C1=CC=C(C=C1)N1CCC(CC1)C(OC)OC)C1=CC=CC=C1